C(#N)C1=CN(C2=NC(=CC(=C21)C2=C(C(=CC=C2)OC)C)C(=O)N)C 3-cyano-4-(3-methoxy-2-methylphenyl)-1-methyl-pyrrolo[2,3-b]pyridine-6-carboxamide